P(=O)([O-])([O-])[O-].[Fe+2].[S+2].C(C1=CC=CC=C1)(C1=CC=CC=C1)N1[C@H]([C@@H](C1)CS(=O)(=O)C)C (2s,3r)-1-benzhydryl-2-methyl-3-(methylsulfonylmethyl)azetidine sulfur iron phosphate